(1S,3S)-3-((R)-7-(4-Chloro-3-(trifluoromethyl)benzoyl)-6-methyl-2-(methylthio)-4-oxo-5,6,7,8-tetrahydropyrido[3,4-d]pyrimidin-3(4H)-yl)-N-methylcyclopentane-carboxamide ClC1=C(C=C(C(=O)N2CC=3N=C(N(C(C3C[C@H]2C)=O)[C@@H]2C[C@H](CC2)C(=O)NC)SC)C=C1)C(F)(F)F